CC(=O)C1=CC=C(C=C1)N(C)C 4-dimethylaminoacetophenone